cyclopropyl-(2-fluorophenyl)methanol C1(CC1)C(O)C1=C(C=CC=C1)F